ClC1=CC=C(C=C1)C(CCNC(C1=C(C=CC=C1)CC)=O)O N-(3-(4-chlorophenyl)-3-hydroxypropyl)-2-ethylbenzamide